1-[4-[6-benzyloxy-2-(cyclohexen-1-yl)-3,4-dihydronaphthalen-1-yl]-3-fluoro-5-methyl-phenyl]-4-(dimethoxymethyl)piperidine C(C1=CC=CC=C1)OC=1C=C2CCC(=C(C2=CC1)C1=C(C=C(C=C1C)N1CCC(CC1)C(OC)OC)F)C1=CCCCC1